ClC1=NC(=C(C(=O)O)C=C1)NC1=C(C=C(C=C1)[Si](C)(C)C)F 6-chloro-2-((2-fluoro-4-(trimethylsilyl)phenyl)amino)nicotinic acid